2,2-dimethylaminopropanoic acid CNC(C(=O)O)(C)NC